COC=1C=CC(=C(C1)C(C(N)([2H])[2H])([2H])[2H])OC([2H])([2H])[2H] 2-(5-methoxy-2-(methoxy-d3)phenyl)ethan-1,1,2,2-d4-1-amine